FC1=C2C=C(N(C2=C(C(=C1)F)F)C(=O)OC(C)(C)C)C(=O)OC (tert-butyl) 2-methyl 4,6,7-trifluoro-1H-indole-1,2-dicarboxylate